6-methoxy-3-(4,5-dioxaborolan-2-yl)-1H-indole-1-carboxylic acid tert-butyl ester C(C)(C)(C)OC(=O)N1C=C(C2=CC=C(C=C12)OC)C1BOOC1